6-(4-(((2-(2,6-dioxopiperidin-3-yl)-7-fluoro-1-oxoisoindolin-5-yl)methyl)(methyl)amino)piperidin-1-yl)-2-(4-phenoxyphenyl)nicotinamide O=C1NC(CCC1N1C(C2=C(C=C(C=C2C1)CN(C1CCN(CC1)C1=NC(=C(C(=O)N)C=C1)C1=CC=C(C=C1)OC1=CC=CC=C1)C)F)=O)=O